BrC1=CC=2C(=NNN2)C=C1C 5-bromo-6-methyl-2H-benzo[d][1,2,3]triazole